nitrogen 3,6-dichloro-5-ethylpyrazolo[1,5-a]pyrimidin-7-amine ClC=1C=NN2C1N=C(C(=C2N)Cl)CC.[N]